NC1=C2N=CN(C2=NC(=N1)C=1C=NC(=CC1)OC)C1CCC(CC1)C(=O)NC1=CC(=CC=C1)OC 4-[6-amino-2-(6-methoxypyridin-3-yl)-9H-purin-9-yl]-N-(3-methoxyphenyl)cyclohexanecarboxamide